N-[(3,3,3-trifluoro-2-methyl-propylidene)amino]Benzamide FC(C(C=NNC(C1=CC=CC=C1)=O)C)(F)F